N-(1-(piperidin-4-yl)-1H-pyrazol-4-yl)-5-(pyridin-2-yl)isoxazole-3-carboxamide hydrochloride Cl.N1CCC(CC1)N1N=CC(=C1)NC(=O)C1=NOC(=C1)C1=NC=CC=C1